13Z-octadeca-trienoic acid C(C=CC=CC=CCCCCCCCCCCC)(=O)O